CN1C=C(C2=CC=C(C=C12)C=1C=NN(C1)C)C1=NC=NC=C1 4-(1-methyl-6-(1-methyl-1H-pyrazol-4-yl)-1H-indol-3-yl)pyrimidin